FC(C=1C=C2C=NC(=NC2=C(C1)N1CC2(C1)CNCC2)NC2CCN(CC2)S(=O)(=O)CC2(CC2)C)F 6-(difluoromethyl)-N-(1-(((1-methylcyclopropyl)methyl)sulfonyl)piperidin-4-yl)-8-(2,6-diazaspiro[3.4]octan-2-yl)quinazolin-2-amine